O=C1NC(CC[C@@H]1N1C(C2=CC=CC(=C2C1)OCC1=CC=C(CN2CCC(CC2)NC(OC(C)(C)C)=O)C=C1)=O)=O (S)-tert-butyl (1-(4-(((2-(2,6-dioxopiperidin-3-yl)-1-oxoisoindolin-4-yl)oxy)methyl)benzyl)piperidin-4-yl)carbamate